thiophen-2-ylpropan-1-ol S1C(=CC=C1)C(CC)O